C=1(C(=CC(N)=CC1)C1=CC(=CC=C1C(=O)N)C(=O)N)C1=CC=C(N)C=C1 benzidine-terephthalamide